tert-butyl 4-[2-(2-ethoxy-2-oxo-ethoxy)ethyl]piperidine-1-carboxylate C(C)OC(COCCC1CCN(CC1)C(=O)OC(C)(C)C)=O